1,3-dimethyl-6-oxobenzo[k]phenanthridine-5(6H)-carboxylic acid tert-butyl ester C(C)(C)(C)OC(=O)N1C=2C=C(C=C(C2C2=C3C(=CC=C2C1=O)C=CC=C3)C)C